ClCC(=O)OC(C)C1=CCC(C1)(C)C 1-(4,4-dimethylcyclopent-1-en-1-yl)ethyl 2-chloroacetate